2-((5-((R)-2-(5-cyclopropylpyridin-2-yl)-2-methylbenzo[d][1,3]dioxol-4-yl)-3,6-dihydro-2H-pyran-2-yl)methyl)-1-(((S)-oxetan-2-yl)methyl)-1H-benzo[d]imidazole-6-carboxylic acid C1(CC1)C=1C=CC(=NC1)[C@]1(OC2=C(O1)C=CC=C2C2=CCC(OC2)CC2=NC1=C(N2C[C@H]2OCC2)C=C(C=C1)C(=O)O)C